C(#N)C1CC2(C1)CC(N(CC2)CC2=C1C=CNC1=C(C=C2OC)C)C2=CC=C(C(=O)NCCN1C(C=CC=C1)=O)C=C2 4-(2-cyano-7-((5-methoxy-7-methyl-1H-indol-4-yl)methyl)-7-azaspiro[3.5]nonan-6-yl)-N-(2-(2-oxopyridin-1(2H)-yl)ethyl)benzamide